ClC=1C=C(C=2N=C(N(C(C2N1)=O)C)N1CCC(CC1)(F)F)\C(\C)=N\[S@](=O)C(C)(C)C (R,E)-N-(1-(6-chloro-2-(4,4-difluoropiperidin-1-yl)-3-methyl-4-oxo-3,4-dihydropyrido[3,2-d]pyrimidin-8-yl)ethylidene)-2-methylpropane-2-sulfinamide